[Mg+2].C(C)OC(C(=O)[O-])CC1=CC=C(C=C1)OCCN1C(=CC=C1C1=CC=C(C=C1)SC)C.C(C)OC(C(=O)[O-])CC1=CC=C(C=C1)OCCN1C(=CC=C1C1=CC=C(C=C1)SC)C 2-Ethoxy-3-(4-{2-[2-methyl-5-(4-methylthiophenyl)-pyrrol-1-yl]ethoxy}-phenyl)-propionic acid Magnesium salt